3-(1-Methyl-7-((1-(thiophene-3-carbonyl)piperidin-4-yl)oxy)-1H-indazol-3-yl)-piperidine-2,6-dione CN1N=C(C2=CC=CC(=C12)OC1CCN(CC1)C(=O)C1=CSC=C1)C1C(NC(CC1)=O)=O